(R)-4-(2-chloro-7-(1-methyl-1H-pyrazol-3-yl)thieno[3,2-d]pyrimidin-4-yl)-3-Methylmorpholine ClC=1N=C(C2=C(N1)C(=CS2)C2=NN(C=C2)C)N2[C@@H](COCC2)C